6-bromo-8-cyclopentyl-2-[5-(2-methoxy-ethoxymethyl)-pyridin-2-ylamino]-5-methyl-8H-pyrido[2,3-d]Pyrimidin-7-one BrC1=C(C2=C(N=C(N=C2)NC2=NC=C(C=C2)COCCOC)N(C1=O)C1CCCC1)C